3-diethoxyphosphorylphenyl-4,4,5,5-tetramethyl-1,3,2-dioxaborolane C(C)OP(=O)(OCC)C=1C=C(C=CC1)B1OC(C(O1)(C)C)(C)C